C1(=CC=CC=C1)/C=C/CCC=1C(N1)C(=O)OCC Ethyl (E)-3-(4-phenylbut-3-en-1-yl)-2H-azirine-2-carboxylate